C(C)P([O-])(=O)CCC1CCCCC1 ethyl(cyclohexylethyl)phosphinate